C(C)C(COS(=O)(=O)[O-])CCCC (2-ethyl-hexyl)sulfate